9-Benzyl-2-chloro-8-(1-methyl-1H-pyrazol-4-yl)-1-propyl-1,9-dihydro-purin-6-one C(C1=CC=CC=C1)N1C=2N=C(N(C(C2N=C1C=1C=NN(C1)C)=O)CCC)Cl